COC(=O)C1=CC=C2/C(/C(NC2=C1)=O)=C(/NC1=CC2=C(N(C=N2)CCN2C=CC=C2)C=C1)\C1=CC=CC=C1 (Z)-2-oxo-3-(phenyl-((1-(2-(pyrrol-1-yl)-ethyl)-1H-benzimidazol-5-yl)-amino)-methylene)-indoline-6-carboxylic acid methyl ester